FC1(CC(NC1)C(=O)O)CF 4-fluoro-4-(fluoromethyl)pyrrolidine-2-carboxylic acid